Ethyl (E)-2-(3-((4-((tert-butoxycarbonyl)amino)piperidin-1-yl)sulfonyl)benzylidene)-butanoate C(C)(C)(C)OC(=O)NC1CCN(CC1)S(=O)(=O)C=1C=C(\C=C(\C(=O)OCC)/CC)C=CC1